2-(1-(4-phenylthiophen-2-yl)cyclopropyl)-3,5,6,7,8,9-hexahydro-4H-pyrimido[5,4-c]azepin-4-one C1(=CC=CC=C1)C=1C=C(SC1)C1(CC1)C=1NC(C=2CNCCCC2N1)=O